tert-butyl ((6-aminopyridin-3-yl)methyl)carbamate NC1=CC=C(C=N1)CNC(OC(C)(C)C)=O